C1(=CC=CC=C1)C(C1=CC=CC=C1)=NC1=C(C=C(C=N1)N1C[C@@H](N(CC1)C(=O)OC(C)(C)C)C)F tert-butyl (S)-4-(6-((diphenylmethylene)amino)-5-fluoropyridin-3-yl)-2-methylpiperazine-1-carboxylate